3-((4-(tert-butyl)benzyl)oxy)-6-methoxy-2-phenylquinoxaline C(C)(C)(C)C1=CC=C(COC=2C(=NC3=CC=C(C=C3N2)OC)C2=CC=CC=C2)C=C1